FC=1C=C(C=C(C1)F)CNC(O[C@H]1[C@H](NC[C@@H]1O)CC1=CC=C(C=C1)OC)=O (2R,3S,4S)-4-hydroxy-2-[(4-methoxyphenyl)methyl]pyrrolidin-3-yl N-[(3,5-difluorophenyl)methyl]carbamate